FC1=C(C=C(C=C1)NC(=O)C=1N(C=C2C1OC[C@@H]1[C@@H](NS2(=O)=O)CN(C1)C(=O)OC(C)(C)C)C)C Tert-Butyl (3aR,10aS)-8-((4-fluoro-3-methylphenyl)carbamoyl)-7-methyl-3a,4,10,10a-tetrahydro-1H,7H-dipyrrolo[3,4-b:3',4'-f][1,4,5]oxathiazocine-2(3H)-carboxylate 5,5-dioxide